acryloyloxypropyl hydrogen phthalate acrylate C(C=C)(=O)O.C(C=1C(C(=O)O)=CC=CC1)(=O)OCCCOC(C=C)=O